CS1(=NC2=C(C1)C=CC=C2)=O 2-methyl-3H-2λ4-benzo[c]isothiazole-2-oxide